3-butyl-2-(1-ethyl-amyl)oxazolidine C(CCC)N1C(OCC1)C(CCCC)CC